S1NC(C2=C1C=CC=C2)=O benzisothiazolin-3(2H)-one